CN(C1(CCC2(CN(C(N2)=O)C2=CC(=NN2S(=O)(=O)C)C(F)(F)F)CC1)C1=CC(=CC=C1)F)C 8-(dimethylamino)-8-(3-fluorophenyl)-3-(1-(methylsulfonyl)-3-(trifluoromethyl)-1H-pyrazol-5-yl)-1,3-diazaspiro[4.5]decan-2-one